C(C=C)N1CCN(CC1)C1=C(C=C(C(=C1)OC)NC1=NC=NC(=C1)N1OCC[C@@H]1C1=C(C(=CC=C1)C(F)(F)F)F)NC(C=C)=O (R)-N-(2-(4-allylpiperazin-1-yl)-5-((6-(3-(2-fluoro-3-(trifluoromethyl)phenyl)isooxazolidin-2-yl)pyrimidin-4-yl)amino)-4-methoxyphenyl)acrylamide